FC1=CC=CC2=C1NC(=N2)C2=CC(=NN2C)NC(=O)C=2C=NC(=CC2)N2CCC(CC2)N2CCOCC2 N-[5-(7-fluoro-1H-benzimidazol-2-yl)-1-methyl-pyrazol-3-yl]-6-(4-morpholino-1-piperidyl)pyridine-3-carboxamide